6-((8-Azabicyclo[3.2.1]octan-3-yl)oxy)-N-(4-([1,2,4]triazolo[1,5-a]pyridin-7-yloxy)-3-methylphenyl)pyrimido[5,4-d]pyrimidin-4-amine C12CC(CC(CC1)N2)OC=2N=CC=1N=CN=C(C1N2)NC2=CC(=C(C=C2)OC2=CC=1N(C=C2)N=CN1)C